ClC1=C(C=CC(=C1)OC)C(C)N1CCC1 1-[1-(2-chloro-4-methoxyphenyl)ethyl]azetidin